cyclopentane-1-carboxylic acid methyl ester oxalate C(C(=O)O)(=O)O.COC(=O)C1CCCC1